C(C)(C)(C)OC(=O)N1CCC(=CC1)C=1SC(=CC1)C 4-(5-methylthiophene-2-yl)-3,6-dihydro-2H-pyridine-1-carboxylic acid tert-butyl ester